2-(hydroxymethyl)-5-phenyl-6,7-dihydropyrazolo[1,5-a]pyrazin-4(5H)-one OCC1=NN2C(C(N(CC2)C2=CC=CC=C2)=O)=C1